CC=1C=NC(=NC1)CS(=O)(=O)N 5-methylpyrimidin-2-yl-methanesulfonamide